N-(5-formamido-4-methoxy-2-morpholinophenyl)acrylamide C(=O)NC=1C(=CC(=C(C1)NC(C=C)=O)N1CCOCC1)OC